3-(4-fluorophenyl)-1-isobutylurea FC1=CC=C(C=C1)NC(NCC(C)C)=O